N[C@@](CN1CC(C1)OC1=C(C=2O[B-]([C@H]3C[C@H]3C2C=C1)(O)O)C(=O)[O-])(C)C(=O)[O-] (2R,4S)-9-[1-[(2R)-2-amino-2-carboxylatopropyl]azetidin-3-yl]oxy-5,5-dihydroxy-6-oxa-5-boranuidatricyclo[5.4.0.02,4]undeca-1(7),8,10-triene-8-carboxylate